C(C=C)(=O)OCCC[Si](OCC)(OCC)OCC 3-acryloyloxypropyl-triethoxy-silane